2-methylbutanoic acid hexyl ester C(CCCCC)OC(C(CC)C)=O